COC(C(CCCCCC)[N+]#[C-])=O 2-ISOCYANOOCTANOIC ACID METHYL ESTER